O[C@@H]1C[C@@H](N(C1)C(=O)OC(C)(C)C)C(=O)OCC1=CC=CC=C1 2-benzyl 1-(tert-butyl) (2R,4R)-4-hydroxypyrrolidine-1,2-dicarboxylate